2-hydroxy-5-sulfobenzoic acid sodium salt [Na+].OC1=C(C(=O)[O-])C=C(C=C1)S(=O)(=O)[O-].[Na+]